COC1=C(C=CC(=C1)OC)C1=NC(=CC(=C1)C1=CC=C(C=C1)NC1=CC=CC=C1)C1=C(C=C(C=C1)OC)OC 2,6-bis(2,4-dimethyloxyphenyl)-4-(4-phenylaminophenyl)pyridine